N1(CCNCC1)C(=O)C1=CC=C(C=C1)C=1C=NC=C(C(=O)NC2=CC(=CC=C2)C(C)C)C1 5-(4-(piperazine-1-carbonyl)phenyl)-N-(3-isopropylphenyl)nicotinamide